butyric acid 2-ethoxy-4-ethylphenyl ester C(C)OC1=C(C=CC(=C1)CC)OC(CCC)=O